N(=[N+]=[N-])CCOCCOCCOCCOCCOCCOCCOCCOC1=CC=C(C=C1)NC(OCC1=CC=CC=C1)=O benzyl N-{4-[(23-azido-3,6,9,12,15,18,21-heptaoxatricosan-1-yl)oxy]phenyl}carbamate